C(C)N1N=CC=C1C(=O)NC1CCC2=CC(=CC=C12)C1=NOC(=N1)C 1-ethyl-N-(5-(5-methyl-1,2,4-oxadiazol-3-yl)-2,3-dihydro-1H-inden-1-yl)-1H-pyrazole-5-carboxamide